isoindolo[2,1-b]isoquinoline C=1C2=CC=3N(C=C2C=CC1)C=C1C=CC=CC13